BrCC(=O)C1=CC(=C(C(=C1)F)F)F 2-bromo-1-(3,4,5-trifluorophenyl)ethanone